CN(C(C(=O)C1=CC=C(C=C1)N1CCOCC1)(CC)CC1=CC=C(C=C1)C)C 2-(dimethylamino)-2-(4-tolyl)methyl-1-(4-(4-morpholinyl)phenyl)-1-butanone